C12=C[C@@H](CCC1C2(C)C)C R-carene